5-chloro-4-(3,4-dihydroisoquinolin-2(1H)-yl)-N-(4-(4-(4-methylpiperazin-1-yl)piperidin-1-yl)phenyl)pyrimidin-2-amine ClC=1C(=NC(=NC1)NC1=CC=C(C=C1)N1CCC(CC1)N1CCN(CC1)C)N1CC2=CC=CC=C2CC1